C(C)(=O)C=1C(=CC(=C(C1)NC(N(C)C)=O)OC)O 3-(5-acetyl-4-hydroxy-2-methoxyphenyl)-1,1-dimethylurea